ClC=1C(=NC(=NC1)C1=NN(C=C1)C)NC1=CC2=C(N(C(N2CCC(C)(C)O)=O)C)C=C1 5-((5-Chloro-2-(1-methyl-1H-pyrazol-3-yl)pyrimidin-4-yl)amino)-3-(3-hydroxy-3-methylbutyl)-1-methyl-1,3-dihydro-2H-benzo[d]imidazol-2-on